C(C)(C)C=1OCOC1 isopropyl-2,4-dioxol